COCC1=C(SC=C1)CNCC[C@]1(CCOC2(CCCC2)C1)C1=NC=CC=C1 (R)-N-((3-(methoxymethyl)thiophen-2-yl)methyl)-2-(9-(pyridin-2-yl)-6-oxaspiro[4.5]decan-9-yl)ethanamine